amino-di-ethylene glycol NC(COCCO)O